CC(=CCC/C(=C/CCC(=C)C=C)/C)C TRANS-BETA-FARNESENE